diphenyl-(2,4,6-trimethoxybenzoyl)phosphine oxide C1(=CC=CC=C1)P(C(C1=C(C=C(C=C1OC)OC)OC)=O)(C1=CC=CC=C1)=O